NC1=NC2=C(C=N1)NN=N2 AMINO-TRIAZOLOPYRIMIDINE